4-((3S,5R)-4-acryloyl-3,5-dimethylpiperazin-1-yl)-6,7-dichloro-1-(2-isopropyl-4-methylpyridin-3-yl)-2-oxo-1,2-dihydroquinoline-3-carbonitrile C(C=C)(=O)N1[C@H](CN(C[C@H]1C)C1=C(C(N(C2=CC(=C(C=C12)Cl)Cl)C=1C(=NC=CC1C)C(C)C)=O)C#N)C